NC1=NC=NN2C1=C(C(=N2)C=2C=NC(=CC2C)C#C)C2=CC(=C(C(=O)NCC(F)(F)F)C=C2)OC 4-(4-amino-6-(6-ethynyl-4-methylpyridin-3-yl)pyrazolo[5,1-f][1,2,4]triazin-5-yl)-2-methoxy-N-(2,2,2-trifluoroethyl)benzamide